(E)-N-cyclohexyl-3-(4-isobutyl-2-methylphenyl)propan-1-imine oxide C1(CCCCC1)\[N+](=C/CCC1=C(C=C(C=C1)CC(C)C)C)\[O-]